C(C)OC=1C=CC=C(N)C1 5-ethoxyaniline